ClC1=C(C(=CC=C1)F)C1=NOC(=C1CO[C@H]1[C@@H]2CN([C@H](C1)C2)C=2SC1=C(N2)C(=CC(=C1)C(=O)O)[C@@H]1COCC1)C1CC1 2-((1S,4S,5R)-5-((3-(2-chloro-6-fluorophenyl)-5-cyclopropylisoxazol-4-yl)methoxy)-2-azabicyclo[2.2.1]heptan-2-yl)-4-((R)-tetrahydrofuran-3-yl)benzo[d]thiazole-6-carboxylic acid